5-ethylsulfonyl-1-methyl-2-[4-(trifluoromethyl)pyrazol-1-yl]imidazole-4-carboxylic acid C(C)S(=O)(=O)C1=C(N=C(N1C)N1N=CC(=C1)C(F)(F)F)C(=O)O